Benzyl (S)-2-(((2-(6-cyclopropyl-4-(4-fluoro-2-(4-methyl-4H-1,2,4-triazol-3-yl)phenyl)pyridin-2-yl)-3-oxo-7-(trifluoromethyl)isoindolin-5-yl)methoxy)methyl)pyrrolidine-1-carboxylate C1(CC1)C1=CC(=CC(=N1)N1CC2=C(C=C(C=C2C1=O)COC[C@H]1N(CCC1)C(=O)OCC1=CC=CC=C1)C(F)(F)F)C1=C(C=C(C=C1)F)C1=NN=CN1C